Cl.ClC1=C(CC2=CN(C(N2CC2C(CNCC2)(F)F)=O)CC2=NC3=C(N2)C=CC(=C3F)F)C=CC(=C1)Cl 5-(2,4-dichlorobenzyl)-3-((4,5-difluoro-1H-benzo[d]imidazol-2-yl)methyl)-1-((3,3-difluoropiperidin-4-yl)methyl)-1H-imidazol-2(3H)-one HCl salt